1-(4-{2-[1-(2-Ethoxy-ethyl)-1H-pyrazol-4-ylamino]-thiazol-4-yl}-3-isopropoxy-phenyl)-imidazolidin-2-one C(C)OCCN1N=CC(=C1)NC=1SC=C(N1)C1=C(C=C(C=C1)N1C(NCC1)=O)OC(C)C